α-Ethyl-tryptamine C(C)C(N)CC1=CNC2=CC=CC=C12